1-phenethyl-4(1H)-pyridone C(CC1=CC=CC=C1)N1C=CC(C=C1)=O